FC1CCC(CC1)SCC ethyl (4-fluorocyclohexyl) sulfide